N1(CCCC1)C(CNC[C@@H](C1=CC=CC=C1)C1CCC1)=O 1-pyrrolidin-1-yl-2-[[(2R)-2-cyclobutyl-2-phenyl-ethyl]amino]ethanone